2-(3-fluorophenoxy)but-3-en-1-ol FC=1C=C(OC(CO)C=C)C=CC1